C(#N)C1=CC(=C(COC2=CC=CC(=N2)C2=CC(=C(CC3=NC4=C(N3C[C@@H](C)OC)C=C(C=C4F)C(=O)O)C=C2F)F)C=C1)F (R)-2-(4-(6-((4-cyano-2-fluorobenzyl)oxy)pyridin-2-yl)-2,5-difluorobenzyl)-4-fluoro-1-(2-methoxypropyl)-1H-benzo[d]imidazole-6-carboxylic acid